CC1=C(C=C(C(=C1)F)[N+](=O)[O-])S(=O)(=O)Cl 2-methyl-4-fluoro-5-nitrobenzenesulfonyl chloride